ClC1=C(C=CC(=C1)Cl)C=1CCCC2=C(C1C1=CC(=C(C=C1)CC1CN(C1)CCCF)F)C=CC(=C2)C(=O)O 8-(2,4-dichlorophenyl)-9-(3-fluoro-4-((1-(3-fluoropropyl)azetidin-3-yl)methyl)phenyl)-6,7-dihydro-5H-benzo[7]annulene-3-carboxylic acid